[2H]C([2H])([2H])C([2H])([2H])OP(=S)(OC1=NC(=NC(=C1)C)C(C)C)OC([2H])([2H])C([2H])([2H])[2H] diazinon-d10